(1R,3S)-3-(3-{[(5-methylpyrazin-2-yl)acetyl]amino}-1H-pyrazol-5-yl)cyclopentyl (2S)-2-methylazetidine-1-carboxylate C[C@@H]1N(CC1)C(=O)O[C@H]1C[C@H](CC1)C1=CC(=NN1)NC(CC1=NC=C(N=C1)C)=O